(9H-fluoren-9-yl)methyl (2-(2-(2-hydroxyethoxy)ethoxy)ethyl)carbamate OCCOCCOCCNC(OCC1C2=CC=CC=C2C=2C=CC=CC12)=O